OCC1=CC=CO1 5-Hydroxymethylfuran